(S)-N'-((1,2,3,5,6,7-hexahydro-s-indacen-4-yl)carbamoyl)-6-(2-hydroxypropan-2-yl)-2-methylpyridine-3-sulfonimidamide C1CCC2=C(C=3CCCC3C=C12)NC(=O)N=[S@@](=O)(N)C=1C(=NC(=CC1)C(C)(C)O)C